p-trifluoromethyl-phenyl-phosphonic acid FC(C1=CC=C(C=C1)P(O)(O)=O)(F)F